4-isopropyl-N-(1-methyl-4-piperidyl)pyrrolidin-3-carboxamid C(C)(C)C1C(CNC1)C(=O)NC1CCN(CC1)C